ClC1=NC=C(C(=C1)C1=C(C=NC(=C1)C)C(=O)NC=1SC2=C(N1)CN(C2)C(=O)C=2OC1=C(N2)C=CC(=C1)OC)OC 2'-chloro-5'-methoxy-N-(5-(6-methoxy-benzo[d]oxazole-2-carbonyl)-5,6-dihydro-4H-pyrrolo[3,4-d]thiazol-2-yl)-6-methyl-[4,4'-bipyridine]-3-carboxamide